(S)-2,2,5,5-Tetramethyl-[1,3]dioxane-4-carboxylic acid [(R)-2-(2,4,5-trifluoro-benzoylamino)-propyl]amide FC1=C(C(=O)N[C@@H](CNC(=O)[C@H]2OC(OCC2(C)C)(C)C)C)C=C(C(=C1)F)F